3-(3-(pyrrolidin-1-yl)-propyl)-6H-benzo[c]chromen-6-one N1(CCCC1)CCCC1=CC=C2C3=C(C(OC2=C1)=O)C=CC=C3